FC(CCCCC)S(=O)(=O)O fluoro-n-hexanesulfonic acid